CC1C(CC2=CC=CC=C12)=O 1-methyl-2-indanone